4-(4-((1R,5S)-3,8-diazabicyclo[3.2.1]octan-3-yl)-8-fluoro-2-(1-methylhexahydropyrrolo[3,4-b]pyrrol-5(1H)-yl)quinazolin-7-yl)naphthalen-2-ol [C@H]12CN(C[C@H](CC1)N2)C2=NC(=NC1=C(C(=CC=C21)C2=CC(=CC1=CC=CC=C21)O)F)N2CC1N(CCC1C2)C